FC1=C(C(=O)NC2=C(C(=O)NCCN3CCOCC3)C=CC=C2C)C=CC=C1 2-[(2-fluorobenzoyl)amino]-3-methyl-N-(2-morpholin-4-ylethyl)benzamide